NC(CCC(C(=O)[O-])C=1C(=NC2=CC(=CC=C2C1)OC)C)=O 5-amino-2-(7-methoxy-2-methylquinolin-3-yl)-5-oxopentanoate